COC(C1=CC=C(C=C1)C1=NC2=C(N1CC1=CC=C(C=C1)C(=O)OC)C=CC=C2Br)=O 4-(4-bromo-1-(4-(methoxycarbonyl)benzyl)-1H-benzo[d]Imidazol-2-yl)benzoic acid methyl ester